Cl.C(C)(C)(C)C1=CC=C(CN2[C@H]3CN([C@@H](C2)C3)C3=NC=CC2=CC=CC=C32)C=C1 ((1R,4R)-5-(4-(tert-butyl)benzyl)-2,5-diazabicyclo[2.2.1]heptan-2-yl)isoquinoline hydrochloride salt